CN1N=C(C=C1)CN1C(C2=CC=C(C=C2C=N1)S(=O)(=O)C1=CC=CC=C1)=O 2-((1-methyl-1H-pyrazol-3-yl)methyl)-6-(phenylsulfonyl)phthalazin-1(2H)-one